tert-Butyl (3-cyano-7-fluoro-4-(5-fluoro-3-((2S,3S)-3-(isopropylamino)-2-methylpyrrolidin-1-yl)-7,9-dihydrofuro[3,4-f]quinazolin-6-yl)thieno[3,2-c]pyridin-2-yl)carbamate C(#N)C1=C(SC2=C1C(=NC=C2F)C=2C1=C(C=3C=NC(=NC3C2F)N2[C@H]([C@H](CC2)NC(C)C)C)COC1)NC(OC(C)(C)C)=O